COC1=CC=C(C=C1)C=1C=NC2=CC=CC=C2C1 3-(4-methoxyphenyl)-quinolin